NC1=C(C=C(CNC(OC(C)(C)C)=O)C=C1C)C(NC1CC1)=O tert-butyl (4-amino-3-(cyclopropylcarbamoyl)-5-methylbenzyl)carbamate